C(C)C=1C(NC2=CC(=CN=C2C1)CN1CCN(CC1)C(=O)C(C#N)CC)=O 2-({4-[(3-ethyl-2-oxo-1,5-diaza-7-naphthyl)methyl]-1-piperazinyl}carbonyl)butyronitrile